C(C1=CC=CC=C1)OC1=CC=C(CO)C=C1 4-(benzyloxy)benzyl alcohol